FC1=C(C=CC(=C1)S(=O)(=O)C)C1(NC(=C(C(=C1C)C=1C=NN(C1)C)OC)NC1=NNC(=C1)C)N 2-(2-fluoro-4-(methylsulfonyl)phenyl)-5-methoxy-3-methyl-N6-(5-methyl-1H-pyrazol-3-yl)-4-(1-methyl-1H-pyrazol-4-yl)pyridine-2,6-diamine